N-((S)-(3-chloro-2,4-difluorophenyl)(5-fluoro-6-(trifluoro-methyl)pyridin-3-yl)methyl)-(S or R)-2-cyclopropyl-3-oxopiperazine-1-carboxamide ClC=1C(=C(C=CC1F)[C@@H](NC(=O)N1[C@H](C(NCC1)=O)C1CC1)C=1C=NC(=C(C1)F)C(F)(F)F)F |o1:13|